FC1=C(C=CC(=C1)C1=NC(=CC(=C1)F)O)CC=1N(C2=C(N1)C=CC(=C2)C(=O)OC)CCOC methyl 2-[[2-fluoro-4-(4-fluoro-6-hydroxy-2-pyridyl)phenyl]methyl]-3-(2-methoxyethyl)benzimidazole-5-carboxylate